[Li+].C(C=1C(O)=CC=CC1)(=O)[O-] Salicylic acid lithium salt